FC(C1=CC=C(C=N1)COC1=CC=CC(=N1)C1=CC(=C(CC2=NC3=C(N2[C@@H]2COCC2(C)C)C=C(C=C3)C(=O)O)C=C1F)F)F (S)-2-(4-(6-((6-(difluoromethyl)pyridin-3-yl)methoxy)pyridin-2-yl)-2,5-difluorobenzyl)-1-(4,4-dimethyltetrahydrofuran-3-yl)-1H-benzo[d]imidazole-6-carboxylic acid